2-(4-phenylthiophen-3-yl)ethanol C1(=CC=CC=C1)C=1C(=CSC1)CCO